6-chloro-5-(4-((2-cyclopropyl-8-fluoro-3-oxo-3,4-dihydroquinoxalin-6-yl)methyl)piperazin-1-yl)-N-methylpyridinecarboxamide ClC1=C(C=CC(=N1)C(=O)NC)N1CCN(CC1)CC=1C=C2NC(C(=NC2=C(C1)F)C1CC1)=O